The molecule is a dicarboxylic acid dianion resulting from the removal of a proton from both of the carboxy groups of iminodiacetic acid. It is a conjugate base of an iminodiacetic acid and an ammoniodiacetate. C(C(=O)[O-])NCC(=O)[O-]